5-methoxy-2-morpholine-4-carbonyl-6,7-dihydro-8H-indeno[5,4-b]thiophene-8-one COC1=CC=2SC(=CC2C=2C(CCC12)=O)C(=O)N1CCOCC1